2,4,6-trimethylbenzoylphenylphosphinic acid ethyl ester C(C)OP(=O)(C1=CC=CC=C1)C(C1=C(C=C(C=C1C)C)C)=O